S(=O)(=O)([O-])CCCS(=O)([O-])=S.[Na+].[Na+] sodium (2-sulfonatoethyl)methanethiosulfonate